C(#N)N=C(NC1=CC(=C(C=C1)Cl)Cl)N1C2CCC1CC=1C(=NC=CC12)F N'-Cyano-N-(3,4-dichlorophenyl)-1-fluoro-6,7,8,9-tetrahydro-5H-5,8-epiminocyclohepta[c]pyridine-10-carboximidamide